S1C=NC2=C1C=CC(=C2)CNC(C)C=2N=CSC2 N-(benzo[d]thiazol-5-ylmethyl)-1-(thiazol-4-yl)ethan-1-amine